lauramide monosulphosuccinate S(=O)(=O)(O)C(C(=O)O)CC(=O)O.C(CCCCCCCCCCC)(=O)N